BrC1=C(C=C(C=C1)CC(=O)N1CCN(CC1)C=1C=CC=2N(N1)C=NN2)F 2-(4-bromo-3-fluorophenyl)-1-(4-{[1,2,4]triazolo[4,3-b]pyridazin-6-yl}piperazin-1-yl)ethan-1-one